methyl (2S)-2-[[(2S)-2-[(6-bromo-3-fluoro-1H-indole-2-carbonyl)amino]-3-cyclopropyl-propanoyl]amino]-3-[(3S)-2-oxo-3-piperidyl]propanoate BrC1=CC=C2C(=C(NC2=C1)C(=O)N[C@H](C(=O)N[C@H](C(=O)OC)C[C@H]1C(NCCC1)=O)CC1CC1)F